C(C)(C)C1=CC=C(C=C1)C(N1CCN(CC1)CC=1C=C(C=CC1C(F)(F)F)N1CCN(CCC1)C)C1=CC=C(C=C1)C(C)C 1-(3-((4-(bis(4-isopropylphenyl)methyl)piperazin-1-yl)methyl)-4-(trifluoromethyl)phenyl)-4-methyl-1,4-diazepane